C(C1=CC=CC=C1)OC1=CC=C(C(=N1)O)C1=NN(C2=C(C(=CC=C12)C1CCN(CC1)C(=O)C1C(CN(CC1)C(=O)OC(C)(C)C)(C)C)F)C tert-butyl 4-(4-(3-(6-(benzyloxy)-2-hydroxypyridin-3-yl)-7-fluoro-1-methyl-1H-indazol-6-yl)piperidine-1-carbonyl)-3,3-dimethylpiperidine-1-carboxylate